tert-butyl 2-((3aR,11aS)-6-fluoro-10-methyl-1-(6-methyl-4-(trifluoromethyl)pyridin-2-yl)-2,11-dioxo-1,2,3,3a,4,10,11,11a-octahydro-5H-benzo[b]pyrrolo[2,3-f][1,4]diazocin-5-yl)acetate FC1=CC=CC2=C1N(C[C@@H]1[C@@H](C(N2C)=O)N(C(C1)=O)C1=NC(=CC(=C1)C(F)(F)F)C)CC(=O)OC(C)(C)C